(5-(pyridin-3-yl)-4,5-dihydro-1H-pyrazol-1-yl)(1-(pyrimidin-2-yl)piperidin-4-yl)methanone N1=CC(=CC=C1)C1CC=NN1C(=O)C1CCN(CC1)C1=NC=CC=N1